4-amino-1-(2-chlorophenyl)-7-(trifluoromethoxy)quinazolin-2(1H)-one NC1=NC(N(C2=CC(=CC=C12)OC(F)(F)F)C1=C(C=CC=C1)Cl)=O